[Br-].C(C)(=O)NC[C@H]1CN(C(O1)=O)C1=CC(=C(C=C1)C1=CC=[N+](C=C1)CC1=CC=C(C=C1)C)F (S)-4-{4-[5-(acetamidomethyl)-2-oxooxazolidin-3-yl]-2-fluorophenyl}-1-(4-methylbenzyl)pyridine-1-ium bromide